C(C)(C)(C)OC(=O)N[C@H](C(=O)N[C@H](C(=O)OCC)CCC1=NC2=C(N1C)C=CC(=C2)[N+](=O)[O-])CC(C)C Ethyl (2S)-2-[[(2S)-2-(tert-butoxycarbonylamino)-4-methyl-pentanoyl]amino]-4-(1-methyl-5-nitro-benzimidazol-2-yl)butanoate